[N+](=[N-])=CC(CC[C@@H](C(=O)OC(C)(C)C)NC(CCCC[C@@H]1SC[C@@H]2NC(N[C@@H]21)=O)=O)=O tert-Butyl (S)-6-diazo-5-oxo-2-(5-((3aS,4S,6aR)-2-oxohexahydro-1H-thieno[3,4-d]imidazol-4-yl)pentanamido)hexanoate